CN1CC(C1)(C)[C@@](O)(C=1C=NC=C(C1)N1[C@H](CCC1)C)C1=CC=C(C=C1)C(C)C (R)-(1,3-dimethyl-azetidin-3-yl)-(4-isopropyl-phenyl)-[5-((S)-2-methyl-pyrrolidin-1-yl)-pyridin-3-yl]-methanol